CC1=CC=C(S1)S(=O)(=O)N1N=C(C=C1)C1=CC=CC=C1 1-((5-methylthiophen-2-yl)sulfonyl)-3-phenyl-1H-pyrazole